7-ethoxy-2-methylimidazo[1,2-a]pyrimidine-6-carboxamide hydrochloride Cl.C(C)OC1=NC=2N(C=C1C(=O)N)C=C(N2)C